[C@@H]1(CCCC2=CC=CC=C12)C(=O)Cl (S)-1,2,3,4-tetrahydro-1-naphthoyl chloride